2-Ethyl 2-[(2S)-1-(tert-butoxycarbonyl)pyrrolidin-2-yl]-1,3-thiazole-4-carboxylate C(C)(C)(C)OC(=O)N1[C@@H](CCC1)C=1SC=C(N1)C(=O)OCC